(R)-2-(4-(2-chloro-4-((3-(1-(2,2-difluoroethyl)-3-(trifluoromethyl)-1H-pyrazol-4-yl)imidazo[1,2-a]pyrazin-8-yl)amino)benzoyl)piperazin-1-yl)-N-(pyrrolidin-3-yl)acetamide formate C(=O)O.ClC1=C(C(=O)N2CCN(CC2)CC(=O)N[C@H]2CNCC2)C=CC(=C1)NC=1C=2N(C=CN1)C(=CN2)C=2C(=NN(C2)CC(F)F)C(F)(F)F